C(C)(=O)C12CCC(CC1)(C2)NC(OC(C)(C)C)=O tert-butyl (4-acetylbicyclo[2.2.1]heptan-1-yl)carbamate